[Si](C1=CC=CC=C1)(C1=CC=CC=C1)(C(C)(C)C)OCCC[C@H](CO)NC(OC(C)(C)C)=O tert-Butyl (R)-(5-((tert-butyldiphenylsilyl)oxy)-1-hydroxypentan-2-yl)carbamate